FC1=CC=C(C=C1)C(CC(C(=O)OCC)=O)=O Ethyl 4-(4-fluorophenyl)-2,4-dioxobutyrate